S(=O)(=O)(O)C(C(=O)[O-])C.[Na+] sodium sulfopropionate